tert-butyl 2-(2-(2-(2-(4-(N,N-bis(4-methoxybenzyl)sulfamoyl)-1H-pyrazol-1-yl)-2-methylpropoxy)pyridin-4-yl)-6-isopropyl-4-(methoxymethyl)phenyl)-acetate COC1=CC=C(CN(S(=O)(=O)C=2C=NN(C2)C(COC2=NC=CC(=C2)C2=C(C(=CC(=C2)COC)C(C)C)CC(=O)OC(C)(C)C)(C)C)CC2=CC=C(C=C2)OC)C=C1